(1R,3S,Z)-5-(2-((1R,3aS,7aR,E)-7a-methyl-1-((R)-4-morpholinobutan-2-yl)octahydro-4H-inden-4-ylidene)ethylidene)-4-methylenecyclohexane-1,3-diol C[C@@]12CCC/C(/[C@@H]2CC[C@@H]1[C@H](C)CCN1CCOCC1)=C\C=C\1/C([C@H](C[C@@H](C1)O)O)=C